N(=[N+]=[N-])C=1C=C(C=CC1)NCC1=CC=C(CC2=NOC(=C2)C=2C(=NC=CC2)N)C=C1 3-(3-(4-(((3-azidophenyl)amino)methyl)benzyl)isoxazol-5-yl)pyridin-2-amine